C(C)OC1=NC=CC=C1C1=NC(=C(C=C1)N1[C@@H](C[C@@H](CC1)O)CC)C#N |r| Racemic-2'-ethoxy-5-[(2R,4R)-2-ethyl-4-hydroxypiperidin-1-yl]-[2,3'-bipyridine]-6-carbonitrile